O=C1NC(CCC1N1C(C2=CC=C(C=C2C1=O)N1CCN(CC1)CC1CCC(CC1)OCC1CCNCC1)=O)=O (2,6-dioxo-3-piperidinyl)-5-[4-[[4-(4-piperidinylmethoxy)cyclohexyl]methyl]piperazin-1-yl]isoindoline-1,3-dione